[6-(7,8-dimethyl-[1,2,4]triazolo[4,3-b]pyridazin-6-yl)-7,8-dihydro-5H-1,6-naphthyridin-3-yl]-pyrrolidin-1-yl-methanone CC1=C(C=2N(N=C1N1CC=3C=C(C=NC3CC1)C(=O)N1CCCC1)C=NN2)C